ClC1=NC(=CC(=C1)C=1C(=NN2C1N=C(C=C2)C(=O)N2CCN(CC2)C(=O)OC(C)(C)C)C2=CC(=CC=C2)C#N)C Tert-butyl 4-[3-(2-chloro-6-methyl-4-pyridyl)-2-(3-cyanophenyl)pyrazolo[1,5-a]pyrimidine-5-carbonyl]piperazine-1-carboxylate